4-[[2-(2-fluorophenyl)acetyl]amino]pyridine-2-carboxylic acid FC1=C(C=CC=C1)CC(=O)NC1=CC(=NC=C1)C(=O)O